C(=O)(OC(C)(C)C)N1[C@@H](C[C@@H](C1)OS(=O)(=O)C)CO (2S,4S)-N-Boc-2-(hydroxymethyl)-4-((methylsulfonyl)oxy)pyrrolidine